3-(1-(2-fluoro-3-((N-methylsulfamoyl)amino)phenyl)ethyl)-2-oxo-3,4-dihydro-2H-benzo[e][1,3]oxazin-7-yl dimethylcarbamate CN(C(OC1=CC2=C(CN(C(O2)=O)C(C)C2=C(C(=CC=C2)NS(NC)(=O)=O)F)C=C1)=O)C